5-(trifluoromethyl)benzo[b]thiophene-2-carboxylic acid methyl ester COC(=O)C1=CC2=C(S1)C=CC(=C2)C(F)(F)F